4-thiocyano-1,2-phenylenediamine S(C#N)C1=CC(=C(C=C1)N)N